OC=1C=C(NC(C(C)=[N+](C2=CC=CC=C2)[O-])C(C)C)C=CC1 N-(3-hydroxyanilino-1,3-dimethylbutylidene)aniline oxide